(2R,3R,11bR)-3-(2,2-dimethylpropyl)-9-[(3-fluorooxetan-3-yl)methoxy]-10-methoxy-1H,2H,3H,4H,6H,7H,11bH-pyrido[2,1-a]isoquinolin-2-ol CC(C[C@H]1[C@@H](C[C@H]2N(CCC3=CC(=C(C=C23)OC)OCC2(COC2)F)C1)O)(C)C